N-[(1R)-1-(3,5-Difluoropyridin-2-yl)ethyl]-2-[6-fluoro-2-oxo-1H,4H-pyrido[3,2-d]pyrimidin-3-yl]acetamide FC=1C(=NC=C(C1)F)[C@@H](C)NC(CN1C(NC2=C(C1)N=C(C=C2)F)=O)=O